N'-{[2-(trifluoromethoxy)ethoxy]carbonyl}-1,3-dioxane-2-carbohydrazide FC(OCCOC(=O)NNC(=O)C1OCCCO1)(F)F